(2E)-1-(5-Carboxypentyl)-2-[(E)-3-[6-(diethylamino)-1,1-dimethyl-2H-xanthen-10-ium-3-yl]prop-2-enyliden]-3,3-dimethyl-indolin-5-sulfonat C(=O)(O)CCCCCN1/C(/C(C2=CC(=CC=C12)S(=O)(=O)[O-])(C)C)=C/C=C/C=1CC(C2=CC3=CC=C(C=C3[O+]=C2C1)N(CC)CC)(C)C